pantoic acid C([C@H](O)C(C)(C)CO)(=O)O